NCC1=CC=C(C=C1)NC(C1=CC=C(C(=O)NC2=CC=C(C=C2)C=2CCNCC2)C=C1)=O N-(4-aminomethyl-phenyl)-N'-[4-(1,2,3,6-tetrahydro-pyridin-4-yl)-phenyl]-terephthalamide